CC(=CCC/C(=C/CC/C(=C/CC/C(=C\\CC/C(=C\\CC/C(=C\\CC/C(=C\\CC/C(=C\\CC/C(=C\\CC/C(=C\\CC/C(=C\\COP(=O)([O-])OP(=O)([O-])OC1[C@@H]([C@H]([C@@H]([C@H](O1)CO)O)O)NC(=O)C)/C)/C)/C)/C)/C)/C)/C)/C)/C)/C)C The molecule is the dianion resulting from the removal of two protons from the diphosphate group of N-acetyl-D-glucosaminyl-1-diphospho-ditrans,polycis-undecaprenol. It is a conjugate base of a N-acetyl-D-glucosaminyl-1-diphospho-ditrans,polycis-undecaprenol.